1-(3-chloro-2-fluoro-phenyl)-2,2-difluoro-ethanone ClC=1C(=C(C=CC1)C(C(F)F)=O)F